Cl.O1CCN(CC1)CCN(C=1C=C(C(=O)O)C=CC1OC(F)(F)F)S(=O)(=O)C 3-(N-(2-morpholinoethyl)methylsulfonylamino)-4-(trifluoromethoxy)benzoic acid hydrochloride